NC(C=O)=O 2-amino-glyoxal